4-cyclobutylmethyl-5,7-dimethyl-4-phenyl-1,3-benzoxazine-2(4H)-one C1(CCC1)CC1(NC(OC2=C1C(=CC(=C2)C)C)=O)C2=CC=CC=C2